ClC1=C(C(=O)NC=2C=C3C=C(N(C3=CC2)CC)C(=O)NC2=CC(=CC(=C2)F)Cl)C=C(C=C1)CNC(C(C)C)=O 5-(2-chloro-5-(isobutyrylaminomethyl)benzoylamino)-N-(3-chloro-5-fluorophenyl)-1-ethyl-1H-indole-2-carboxamide